C(C)(=O)O[C@@H]1[C@H](O[C@H]([C@@H]([C@H]1OC(C)=O)OC(C)=O)C1=CC(=CC=C1)OCC1=CC=CC=C1)COC(C)=O (2R,3R,4R,5S,6S)-2-(acetoxymethyl)-6-(3-(benzyloxy)phenyl)tetrahydro-2H-pyran-3,4,5-triyl triacetate